ClC1=C(C(=NN1C)C1=NOC(=C1)C)CN1C[C@@H](CCC1)NCCC(C)C (R)-1-((5-Chloro-1-methyl-3-(5-methylisoxazol-3-yl)-1H-pyrazol-4-yl)methyl)-N-isopentylpiperidin-3-amine